1,4-bis(5-(4-(benzo[d]oxazol-2-yl)phenyl)thiophen-2-yl)piperazine O1C(=NC2=C1C=CC=C2)C2=CC=C(C=C2)C2=CC=C(S2)N2CCN(CC2)C=2SC(=CC2)C2=CC=C(C=C2)C=2OC1=C(N2)C=CC=C1